C(C1=CC=CC=C1)N(OP(O)(O)=O)C(C(CC)(C)C)=O ((N-benzyl-2,2-dimethylbutyrylamino)oxy)phosphonic acid